ClC1=C(C=CC(=C1)[N+](=O)[O-])CCOCCN(C(OC(C)(C)C)=O)C tert-butyl N-[2-[2-(2-chloro-4-nitrophenyl) ethoxy] ethyl]-N-methylcarbamate